2-((1s,2r)-1-(2-chlorophenyl)-1-(4-methyl-4H-1,2,4-triazol-3-yl)propan-2-yl)-5-hydroxy-N-(isoxazol-4-yl)-1-methyl-6-oxo-1,6-dihydropyrimidine-4-carboxamide ClC1=C(C=CC=C1)[C@H]([C@@H](C)C=1N(C(C(=C(N1)C(=O)NC=1C=NOC1)O)=O)C)C1=NN=CN1C